NC1=C(C=C(N=N1)C1=C(C=CC=C1)O)N1C[C@H]2CC[C@@H](C1)N2C2=CC(=CC=C2)CN2CCNCC2 2-(6-amino-5-((1R,5S)-8-(3-(piperazin-1-ylmethyl)phenyl)-3,8-diazabicyclo[3.2.1]octan-3-yl)pyridazin-3-yl)phenol